(R)-methyl 5-((1-(4-((3-chloro-4-(trifluoromethoxy)benzyl)amino)butoxy)propan-2-yl)amino)benzo[c][2,6]naphthyridine-8-carboxylate ClC=1C=C(CNCCCCOC[C@@H](C)NC2=NC3=C(C4=CN=CC=C24)C=CC(=C3)C(=O)OC)C=CC1OC(F)(F)F